(5-iodo-1H-indol-1-yl)pyridine-2-carboxylic acid IC=1C=C2C=CN(C2=CC1)C=1C(=NC=CC1)C(=O)O